(1s,3s)-3-(2-hydroxypropan-2-yl)cyclobutyl (8-amino-7-fluoro-6-(8-methyl-2,3-dihydro-1H-pyrido[2,3-b][1,4]oxazin-7-yl)isoquinolin-3-yl)carbamate NC=1C(=C(C=C2C=C(N=CC12)NC(OC1CC(C1)C(C)(C)O)=O)C1=C(C2=C(OCCN2)N=C1)C)F